C(CCCCCCCCCCC)(=O)[O-].C(CCCCCCCCCCC)(=O)[O-].C(CCCCCCCCCCC)(=O)[O-].C(CCCCCCCCCCC)(=O)[O-].[Zr+4] zirconium tetra(laurate)